FC1=C2C=C(NC2=C(C=C1)F)C(=O)N1[C@@H]2CC([C@H]([C@H]1C(=O)N[C@@H](C[C@@H]1C(NCC1)=O)\C=C(\S(=O)(=O)C)/F)CC2)(F)F (1S,3S,4S)-2-(4,7-difluoro-1H-indole-2-carbonyl)-5,5-difluoro-N-((S,E)-4-fluoro-4-(methylsulfonyl)-1-((R)-2-oxopyrrolidin-3-yl)but-3-en-2-yl)-2-azabicyclo[2.2.2]octane-3-carboxamide